((1R,5S,6r)-3-(3-(5-chloroquinoxalin-6-yl)-1H-pyrazolo[3,4-b]pyrazin-6-yl)-6-(1-methyl-1H-pyrazol-3-yl)-3-azabicyclo[3.1.0]hexan-6-yl)methanamine ClC1=C2N=CC=NC2=CC=C1C1=NNC2=NC(=CN=C21)N2C[C@H]1C([C@H]1C2)(C2=NN(C=C2)C)CN